OCCOC1=C(C=CC=C1)C(C)(CCCCCC)C1=C(C=CC=C1)OCCO 2,2-bis{(2-hydroxyethoxy)phenyl}octane